FC1=C(C=CC=2OC=CN2)C(=CC=C1)F 2-(2,6-difluorostyryl)oxazole